O-aminoethylguanosine NCCO[C@H]1[C@@H](O[C@@H]([C@H]1O)CO)N1C=NC=2C(=O)NC(N)=NC12